C(C)(C)(C)OC(=O)N1CCN(CC1)C=1C(C2=C(N(C1CC)CC(=O)O)N=C(O2)C2=CC(=NC=C2)OC)=O 2-[6-(4-tert-butoxycarbonylpiperazin-1-yl)-5-ethyl-2-(2-methoxy-4-pyridyl)-7-oxo-oxazolo[4,5-b]pyridin-4-yl]acetic acid